butyl (S)-(2-(methylamino)-6-((2-nitrophenyl)sulfonamido) hexyl)carbamate CN[C@H](CNC(OCCCC)=O)CCCCNS(=O)(=O)C1=C(C=CC=C1)[N+](=O)[O-]